C1(=CC=CC2=CC3=CC=CC=C3C=C12)N Anthracenamin